CC(C1=CC=CC=C1)(C)N(C1=CC=CC=C1)C1=CC=CC=C1 (α,α-dimethylbenzyl)diphenylamine